C(N)(=O)C=1N(N=C2C1N=CC=C2N2[C@H](CN(CC2)C(=O)OC(C)(C)C)C)C2=CC=C(C=C2)OC2=CC=CC=C2 tert-butyl (3S)-4-[3-carbamoyl-2-(4-phenoxyphenyl)-2H-pyrazolo[4,3-b]pyridin-7-yl]-3-methylpiperazine-1-carboxylate